N-(1-cyclohexylethyl)-2-ethylhexan-1-amine C1(CCCCC1)C(C)NCC(CCCC)CC